ClC=1N(C(=C(C1C(=O)O)C)C1=C(C=CC=C1)C(F)(F)F)CCO chloro-1-(2-hydroxyethyl)-4-methyl-5-(2-(trifluoromethyl)phenyl)-1H-pyrrole-3-carboxylic acid